C(C)(C)(C)OC(=O)N(C1=CC(=C(C(=O)OC)C=C1OC)F)CC#C methyl 4-[tert-butoxycarbonyl(prop-2-ynyl)amino]-2-fluoro-5-methoxy-benzoate